ClC=1C=CC2=C(N(C(=N2)N2C=NC3=C2C=C(C(=C3)F)F)C3CC3)C1 6'-Chloro-1'-cyclopropyl-5,6-difluoro-1'H-1,2'-bibenzo[d]imidazole